BrC=1C=C2C(N(C(C2=CC1)(C1=CC=C(C=C1)Cl)OC1CC(C1)C(=O)O)CC1=NC=C(C=C1)Cl)=O 3-((5-bromo-1-(4-chlorophenyl)-2-((5-chloropyridin-2-yl)methyl)-3-oxoisoindolin-1-yl)oxy)cyclobutanecarboxylic acid